ethyl 4-cyclopropyl-3-(((trifluoromethyl)sulfonyl)oxy)isothiazole-5-carboxylate C1(CC1)C=1C(=NSC1C(=O)OCC)OS(=O)(=O)C(F)(F)F